(R)-5-(N-(2-(4-(3-Bromothiophene-2-carbonyl)-2-methylpiperazin-1-yl)phenyl)-N-phenethylsulfamoyl)-3-Methylbenzofuran-2-carboxylate BrC1=C(SC=C1)C(=O)N1C[C@H](N(CC1)C1=C(C=CC=C1)N(S(=O)(=O)C=1C=CC2=C(C(=C(O2)C(=O)[O-])C)C1)CCC1=CC=CC=C1)C